tert-Butyl 4-(4-morpholinophenyl)-3,6-dihydropyridine-1(2H)-carboxylate O1CCN(CC1)C1=CC=C(C=C1)C=1CCN(CC1)C(=O)OC(C)(C)C